CC1=CC(=NO1)C=O 5-methyl-1,2-oxazole-3-carbaldehyde